N-(4-chlorophenyl)prop-2-ynamide ClC1=CC=C(C=C1)NC(C#C)=O